C1(CCCCC1)C1=CC=C(C=C1)C(C)OC([C@@H](NC(=O)C1=NC=CC(=C1O)OC)C)=O N-[(3-hydroxy-4-methoxy-2-pyridinyl)carbonyl]-L-alanine 1-(4-cyclohexylphenyl)ethyl ester